2,4-Dichloro-6-(3'-methyl-4-aminoanilino)-s-triazine ClC1=NC(=NC(=N1)Cl)NC1=CC(=C(C=C1)N)C